(1R,2S,5S)-3-((2S)-2-(2-cyclopropyl-2-methoxyacetamido)-3,3-dimethylbutanoyl)-6,6-dimethyl-3-azabicyclo[3.1.0]hexane-2-carboxylic acid C1(CC1)C(C(=O)N[C@H](C(=O)N1[C@@H]([C@H]2C([C@H]2C1)(C)C)C(=O)O)C(C)(C)C)OC